ClC1=C(C=CC=C1)S(=O)(=O)NC1=NC(=C(C=C1F)\C=C\C=1C=NC(=NC1)NC1CCC(CC1)N(C)C)C 2-chloro-N-(5-((E)-2-(2-(((1r,4r)-4-(dimethylamino)cyclohexyl)amino)pyrimidin-5-yl)vinyl)-3-fluoro-6-methylpyridin-2-yl)benzenesulfonamide